C1(CC1)C1=CC(=NO1)[C@H]1CN(CCO1)S(=O)(=O)C1=CC=C(C)C=C1 (2R)-2-(5-cyclopropylisoxazol-3-yl)-4-(p-toluenesulfonyl)morpholine